1-[2-Chloro-3-fluoro-4-[[7-fluoro-6-[(1S,4S)-5-prop-2-enoyl-2,5-diazabicyclo[2.2.1]heptan-2-yl]pyrido[3,2-d]pyrimidin-4-yl]amino]phenyl]cyclopropanecarbonitrile ClC1=C(C=CC(=C1F)NC=1C2=C(N=CN1)C=C(C(=N2)N2[C@@H]1CN([C@H](C2)C1)C(C=C)=O)F)C1(CC1)C#N